NC1=NC=C(C#N)C(=C1)N1CC(CC1)(C)OC 6-amino-4-(3-methoxy-3-methylpyrrolidin-1-yl)nicotinonitrile